4-((6-chloropyridin-3-yl)sulfonyl)morpholine ClC1=CC=C(C=N1)S(=O)(=O)N1CCOCC1